1-1-Cyclopropoxy-3-fluoro-2-nitrobenzene C1(CC1)OC1=C(C(=CC=C1)F)[N+](=O)[O-]